ClC1=CC(=C(C=C1)C=1N=NC(=CN1)N[C@H]1CN(CCC1)C)OC (R)-3-(4-chloro-2-methoxyphenyl)-N-(1-methylpiperidin-3-yl)-1,2,4-triazin-6-amine